3,4-Dichlorophenyl 3-[4-(2-aminothiazol-4-yl)-1H-1,2,3-triazol-1-yl]-3-deoxy-2-O-methyl-1-thio-α-D-galactopyranoside NC=1SC=C(N1)C=1N=NN(C1)[C@@H]1[C@H]([C@@H](SC2=CC(=C(C=C2)Cl)Cl)O[C@@H]([C@@H]1O)CO)OC